8-methoxy-1-methyl-N-(p-tolyl)-5,6-dihydro-4H-benzo[6,7]cyclohepta[1,2-d]isoxazol-6-amine COC=1C=CC2=C(C(CCC3=C2C(=NO3)C)NC3=CC=C(C=C3)C)C1